FC=1C=C(C=C(C1)F)[C@@H](CC(=O)O)C1(CC1)C(F)(F)F (R)-3-(3,5-difluorophenyl)-3-(1-(trifluoromethyl)cyclopropyl)propanoic acid